1-(5-(heptyloxy)pent-1-en-1-yl)-4-methoxybenzene C(CCCCCC)OCCCC=CC1=CC=C(C=C1)OC